octadecan-1-amine C(CCCCCCCCCCCCCCCCC)N